Cl.ClC1=C(C=CC=C1)C=1OC2=C(C(C1)=O)C(=CC(=C2[C@H]2[C@@H](N(CC2)C)CO)O)O (+)-trans-2-(2-chlorophenyl)-5,7-dihydroxy-8-(2-hydroxymethyl-1-methyl-pyrrolidin-3-yl)-benzopyran-4-one hydrochloride